tert-butyl 4-[4-({6-fluoropyrido[3,4-d]pyrimidin-4-yl}amino)-2-methylphenoxy]piperidine-1-carboxylate FC1=CC2=C(N=CN=C2NC2=CC(=C(OC3CCN(CC3)C(=O)OC(C)(C)C)C=C2)C)C=N1